C[Si](CCCCCCCCCCCCCCCCCCCCCCCC(=O)O)(C)C 24-(trimethylsilyl)tetracosanoic acid